[O-2].[Fr+].[Fr+] Francium oxid